BrC1=NN(N=C1CC=1C=NN(C1)CC1CC1)C 4-bromo-5-((1-(cyclopropylmethyl)-1H-pyrazol-4-yl)methyl)-2-methyl-2H-1,2,3-triazole